BrC=1C(=NC=2N(C1)C=C(N2)C(=O)N2C[C@H]([C@@]1(CC2)NCC2=CC=CC=C2C1)O)C (6-bromo-7-methylimidazo[1,2-a]pyrimidin-2-yl)[(3r,3'r)-3'-hydroxy-1,4-dihydro-1'h,2h-spiro[isoquinolin-3,4'-piperidin]-1'-yl]methanone